C(C(C1C(C(C(C(O1)O)O)O)O)O)O α-D-Glucoheptose